4-[5-fluoro-7-(4-methylpiperazin-1-yl)-3-(pyridin-2-yl)-1H-pyrrolo[3,2-b]pyridin-2-yl]pyridin-2-amine FC1=CC(=C2C(=N1)C(=C(N2)C2=CC(=NC=C2)N)C2=NC=CC=C2)N2CCN(CC2)C